CN(C1=CC(=C(C=C1)OCCC(F)(F)F)N)C N,N-dimethyl-4-(3,3,3-trifluoropropoxy)benzene-1,3-diamine